2,2-dimethyl-4-(3-methyl-2-oxo-1,3-benzoxazol-6-yl)piperazine-1-carboxylic acid tert-butyl ester C(C)(C)(C)OC(=O)N1C(CN(CC1)C1=CC2=C(N(C(O2)=O)C)C=C1)(C)C